CN1CC=C(CC1)B1OC(C)(C)C(C)(C)O1 N-methyl-1,2,5,6-tetrahydropyridine-4-boronic acid pinacol ester